C(C)[C@]12N(C=3C(=NN=C(C3)C3=C(C=CC=C3)O)NC1)C[C@@H](C2)OC2=NC=C(C=C2)C=C 2-((6aR,8R)-6a-ethyl-8-((5-vinylpyridin-2-yl)oxy)-5,6,6a,7,8,9-hexahydropyrrolo[1',2':4,5]-pyrazino[2,3-c]pyridazin-2-yl)phenol